2-([1-[(2-Chlorophenyl)methyl]-5-cyclopentyl-1H-pyrazol-3-yl]methoxy)-2-methylpropanoic acid ClC1=C(C=CC=C1)CN1N=C(C=C1C1CCCC1)COC(C(=O)O)(C)C